6-(1H-pyrazol-4-yl)-4-(6-(6-(4-(methylsulfonyl)benzyl)-3,6-diazabicyclo[3.1.1]heptan-3-yl)pyridin-3-yl)pyrazolo[1,5-a]pyridine-3-carbonitrile N1N=CC(=C1)C=1C=C(C=2N(C1)N=CC2C#N)C=2C=NC(=CC2)N2CC1N(C(C2)C1)CC1=CC=C(C=C1)S(=O)(=O)C